methyl-2-(4-((3-carbamoyl-1-(2,6-dichlorophenyl)-1H-pyrazol-4-yl)amino)-1H-pyrazol-1-yl)acetate COC(CN1N=CC(=C1)NC=1C(=NN(C1)C1=C(C=CC=C1Cl)Cl)C(N)=O)=O